NC=1N=NC(=CC1N1CC2CCC(C1)N2CC=2C=C(C=CC2)NC2C(NC(CC2)=O)=O)C2=C(C=CC(=C2)F)O 3-((3-((3-(3-amino-6-(5-fluoro-2-hydroxyphenyl)pyridazin-4-yl)-3,8-diazabicyclo[3.2.1]octan-8-yl)methyl)phenyl)amino)piperidine-2,6-dione